methoxyphenyl dithiophosphite P(SC1=C(C=CC=C1)OC)([S-])[O-]